NC=1C=2CCCC2C=C2CCC(C12)=O 8-amino-3,5,6,7-tetrahydro-s-indacen-1(2H)-one